(R)-2-((5-(2-(6-((1,3-dimethoxyprop-2-yl)amino)-2-methylhexan-3-yl)-2,6-diazaspiro[3.4]oct-6-yl)-1,2,4-triazin-6-yl)oxy)-N-ethyl-5-fluoro-N-isopropylbenzamide COCC(COC)NCCC[C@H](C(C)C)N1CC2(C1)CN(CC2)C=2N=CN=NC2OC2=C(C(=O)N(C(C)C)CC)C=C(C=C2)F